FC1=CC=C(C=C1)[C@@H]1N(CCC2=CC=CC=C12)C(=O)[C@H]1OC[C@@H](C1)NCCO ((S)-1-(4-fluorophenyl)-3,4-dihydroisoquinolin-2(1H)-yl)((2S,4R)-4-((2-hydroxyethyl)amino)tetrahydrofuran-2-yl)methanone